(2-Fluoro-3-((1r,4r)-4-hydroxy-1,2'-dihydrospiro[cyclohexane-1,3'-pyrrolo[2,3-b]pyridin]-5'-yl)phenyl)((R)-2-(1-methyl-1H-pyrazol-4-yl)piperidin-1-yl)methanone FC1=C(C=CC=C1C=1C=C2C(=NC1)NCC21CCC(CC1)O)C(=O)N1[C@H](CCCC1)C=1C=NN(C1)C